COC[C@@H]1C[C@@H]([C@@H](N1C(=O)OCC1=CC=CC=C1)C(=O)OCC)NCC1=CC=C(C=C1)OC 1-benzyl 2-ethyl (2R,3S,5S)-5-(methoxymethyl)-3-[[(4-methoxyphenyl)methyl]amino]pyrrolidine-1,2-dicarboxylate